CN(C(OC(C)(C)C)=O)C[C@H]1NCCC1 tert-butyl N-methyl-N-[[(2S)-pyrrolidin-2-yl]methyl]carbamate